(S)-(4-(4-((2-amino-2,4-dimethylpentyl)oxy)-3-cyanophenyl)-5-fluoropyridin-2-yl)carbamic acid methyl ester COC(NC1=NC=C(C(=C1)C1=CC(=C(C=C1)OC[C@@](CC(C)C)(C)N)C#N)F)=O